O\C=C\1/C(CC[C@@H]2C(CCC[C@@]12C)(C)C)=O (4aR,8aR,Z)-1-(hydroxymethylene)-5,5,8a-trimethyloctahydronaphthalen-2(1H)-one